4'-cyclopropyl-6'-(methoxy-d3)-5-methyl-4-(4-(1-methyl-4-(trifluoromethyl)-1H-imidazol-2-yl)benzyl)-2,5'-bipyrimidine C1(CC1)C1=NC=NC(=C1C1=NC=C(C(=N1)CC1=CC=C(C=C1)C=1N(C=C(N1)C(F)(F)F)C)C)OC([2H])([2H])[2H]